(phenyl)(diphenylfluorenyl)(dibenzothiophenylphenyl)amine C1(=CC=CC=C1)N(C1=C(C=CC=C1)C1=CC=CC=2SC3=C(C21)C=CC=C3)C3=C(C(=CC=2C1=CC=CC=C1CC32)C3=CC=CC=C3)C3=CC=CC=C3